OC1=CC=C(C(=O)CCC(=O)O)C=C1 3-para-hydroxybenzoyl-propionic acid